(R)-5-(((6-(1-Isopropyl-1H-pyrazol-3-yl)-5-methyl-2-(1-methyl-1H-imidazol-2-yl)thieno[2,3-d]pyrimidin-4-yl)amino)methyl)pyrrolidin-2-one C(C)(C)N1N=C(C=C1)C1=C(C2=C(N=C(N=C2NC[C@H]2CCC(N2)=O)C=2N(C=CN2)C)S1)C